S1C(=NC2=C1C=CC=C2)N2CCN(CC2)CCCOC2=CC=C1CCC(NC1=C2)=O 7-(3-(4-(benzo[d]thiazol-2-yl)piperazin-1-yl)propoxy)-3,4-dihydroquinolin-2(1H)-one